CC=1N=CC(C(C1)NCCCC)=O methyl-4-(butylamino)-5-oxopyridin